((3R,3'R)-3'-hydroxy-1,4-dihydro-2H-spiro[isoquinoline-3,4'-piperidin]-1-yl)(6-((R or S)-1-methoxyethyl)imidazo[1,2-a]pyridin-2-yl)methanone O[C@@H]1CNCC[C@@]12NC(C1=CC=CC=C1C2)C(=O)C=2N=C1N(C=C(C=C1)[C@@H](C)OC)C2 |o1:26|